((2-(5-bromopentyl)-4-fluorophenyl)amino)-5-(trifluoromethyl)-nicotinic acid methyl ester COC(C1=C(N=CC(=C1)C(F)(F)F)NC1=C(C=C(C=C1)F)CCCCCBr)=O